1-((3aS,7aR)-6-(4-(5-methyl-7H-pyrrolo[2,3-d]pyrimidin-4-yl)-3,4-dihydro-2H-1,4-thiazine-6-carbonyl)octahydro-1H-pyrrolo[2,3-c]pyridin-1-yl)propan-1-one CC1=CNC=2N=CN=C(C21)N2CCSC(=C2)C(=O)N2C[C@H]1[C@@H](CC2)CCN1C(CC)=O